disodium phosphate dihydride [H-].[H-].P(=O)(O)(O)O.[Na+].[Na+]